(S)-1-(6-oxo-5-(trifluoromethyl)-1,6-dihydropyridin-3-yl)propan-2-yl 4-(5-(methylsulfonyl)pyrimidine-2-yl)piperazine-1-carboxylate CS(=O)(=O)C=1C=NC(=NC1)N1CCN(CC1)C(=O)O[C@H](CC1=CNC(C(=C1)C(F)(F)F)=O)C